OP(O)OP(O)O.C(C)(C)(C)C1=C(C=C(C(=C1)C(C)(C)C)C)C1=CC=C(C=C1)C1=CC=CC=C1 (2,4-di-tert-butyl-5-methylphenyl)-4,4'-biphenyl diphosphite